2'-azido-adenosine N(=[N+]=[N-])[C@@]1([C@@H](O[C@@H]([C@H]1O)CO)N1C=NC=2C(N)=NC=NC12)O